3-fluoro-2-[4-oxo-3-[(3R)-1-oxa-8-azaspiro[4.5]decan-3-yl]quinazolin-6-yl]oxy-6-[[(3R)-3-fluoropyrrolidin-1-yl]sulfamoylamino]benzonitrile FC=1C(=C(C#N)C(=CC1)NS(NN1C[C@@H](CC1)F)(=O)=O)OC=1C=C2C(N(C=NC2=CC1)[C@H]1COC2(C1)CCNCC2)=O